CC1=NOC(=C1C=1C=C2C(=NC(=NC2=CC1)C=1C=NN(C1)CC(=O)N)N1[C@H](COCC1)C1=CC=CC=C1)C (S)-2-(4-(6-(3,5-dimethylisoxazol-4-yl)-4-(3-phenylmorpholino)quinazolin-2-yl)-1H-pyrazol-1-yl)acetamide